OC1=CN(C(C2=CC=CC=C12)=O)C1C(NC(CC1)=O)=O 3-(4-hydroxy-1-oxoisoquinolin-2-yl)piperidine-2,6-dione